ClC=1C=CC(=NC1)COC1=CC=C(C=C1)C=1OC2=C(C1C(=O)N)C=C(C(=C2)C2=NN=NN2)F (4-((5-chloropyridin-2-yl)methoxy)phenyl)-5-fluoro-6-(1H-tetrazol-5-yl)benzofuran-3-carboxamide